perfluorophenyl 7-ethyl-2-oxo-8-(thiophen-3-ylcarbamoyl)-1,2-dihydroquinoline-3-carboxylate C(C)C1=CC=C2C=C(C(NC2=C1C(NC1=CSC=C1)=O)=O)C(=O)OC1=C(C(=C(C(=C1F)F)F)F)F